C1(CC1)CC1=CC2=C(NC(=C2)C(=O)O)O1 (cyclopropylmethyl)-6H-furo[2,3-b]pyrrole-5-carboxylic acid